ClC1=CC=CC(=N1)N1N(C(=CC1=O)C1=C(C=C(C=C1F)OC)F)C 2-(6-chloropyridin-2-yl)-5-(2,6-difluoro-4-methoxyphenyl)-1-methyl-1,2-dihydro-3H-pyrazol-3-one